ClC=1C=C(C=C(C1N[C@@H](CSC1=CC=C(C=C1)F)CCN1CC(C1)F)Cl)S(=O)(=O)NC(=O)[C@@]1(OCCCC1)C (R)-N-((3,5-dichloro-4-(((R)-4-(3-fluoroazetidin-1-yl)-1-((4-fluorophenyl)thio)butan-2-yl)amino)phenyl)sulfonyl)-2-methyltetrahydro-2H-pyran-2-carboxamide